3-{5-[4-(3,3-Difluoropiperidin-4-yl)piperazin-1-yl]-3-methyl-2-oxo-1,3-benzodiazol-1-yl}piperidine-2,6-dione trifluoroacetate FC(C(=O)O)(F)F.FC1(CNCCC1N1CCN(CC1)C1=CC2=C(N(C(N2C)=O)C2C(NC(CC2)=O)=O)C=C1)F